1-(2,5-dichlorophenyl)piperazine ClC1=C(C=C(C=C1)Cl)N1CCNCC1